ClC1=C(C=CC=C1)CN1C2=CC=CC(=C2C=2C(=CC=CC12)OCC(=O)O)C(N)=O {9-[(2-chlorophenyl)methyl]-5-carbamoylcarbazol-4-yl}oxyacetic acid